F[P-](F)(F)(F)(F)F.CC=1C(=C(C=CC1)[IH+])C dimethyl-phenyl-iodonium hexafluorophosphate